ClC1=C2C(=C(N=N1)Cl)OC(=C2)I 4,7-Dichloro-2-iodofuro[2,3-d]pyridazine